FC1(CCN(CC1)C(=O)OC(C)(C)C)COC1=NC2=CC(=CC=C2N=C1)O tert-butyl 4-fluoro-4-[(7-hydroxyquinoxalin-2-yl)oxymethyl]piperidine-1-carboxylate